(R)-1-((1R,2R)-2-(3,4-dimethoxyphenethyl)-cyclohexyl)-3-hydroxypyrrolidine-2,5-dione COC=1C=C(CC[C@@H]2[C@@H](CCCC2)N2C([C@@H](CC2=O)O)=O)C=CC1OC